C(C)CC(CC(=O)OCC(C)C)=O.C(C)CC(CC(=O)OCC(C)C)=O diisobutyl di(ethyl acetoacetate)